1,2,3-tris(4-aminophenoxy)benzene NC1=CC=C(OC2=C(C(=CC=C2)OC2=CC=C(C=C2)N)OC2=CC=C(C=C2)N)C=C1